ClC=1C=NC=C(C1C(C)OC=1C=C2C(=NNC2=CC1)NC1=C(C=CC(=C1)OC)NC(C=C)=O)Cl N-(2-((5-(1-(3,5-dichloropyridin-4-yl)ethoxy)1H-indazol-3-yl)amino)-4-methoxyphenyl)acrylamide